tert-butyl (2S)-4-(2-chloro-8-hydroxy-2'-oxo-1',4',5,8-tetrahydro-2'H,6H-spiro[quinazoline-7,3'-quinolin]-4-yl)-2-(cyanomethyl)piperazine-1-carboxylate ClC1=NC=2C(C3(C(NC4=CC=CC=C4C3)=O)CCC2C(=N1)N1C[C@@H](N(CC1)C(=O)OC(C)(C)C)CC#N)O